2-({[5-(4-aminoquinazolin-6-yl)thiophen-2-yl]methyl}amino)-5-chloro-N-(3,4-difluorobenzyl)pyridine-3-carboxamide NC1=NC=NC2=CC=C(C=C12)C1=CC=C(S1)CNC1=NC=C(C=C1C(=O)NCC1=CC(=C(C=C1)F)F)Cl